COC1=CC=C(C=C1)C(OC[C@@H](CNC(=O)NCCCCCCO)O[Si](C)(C)C(C)(C)C)(C1=CC=CC=C1)C1=CC=C(C=C1)OC (R)-1-(3-(bis(4-methoxyphenyl)(phenyl)methoxy)-2-(tert-butyldimethylsilyloxy)propyl)-3-(6-hydroxyhexyl)urea